2-(4-((1r,5S)-3,8-diazabicyclo[3.2.1]oct-3-yl)-2-(((S)-4,4-difluoro-1,3-dimethylpiperidin-3-yl)methoxy)-6,8-difluoroquinazolin-7-yl)-6-amino-4-methyl-3-(trifluoromethyl)benzonitrile [C@H]12CN(C[C@H](CC1)N2)C2=NC(=NC1=C(C(=C(C=C21)F)C2=C(C#N)C(=CC(=C2C(F)(F)F)C)N)F)OC[C@@]2(CN(CCC2(F)F)C)C